O=C1NC(CCC1C1=CC(=C(C=C1)N1CCC(CC1)CNC1CCC(CC1)NC(OC(C)(C)C)=O)F)=O tert-butyl ((1s,4s)-4-(((1-(4-(2,6-dioxopiperidin-3-yl)-2-fluorophenyl) piperidin-4-yl)methyl)amino)cyclohexyl)carbamate